2-(3,5-dichloro-4-[[3-iodo-1-(4-methylbenzene-sulfonyl)indol-5-yl]oxy]phenyl)-3,5-dioxo-4H-1,2,4-triazine-6-carbonitrile ClC=1C=C(C=C(C1OC=1C=C2C(=CN(C2=CC1)S(=O)(=O)C1=CC=C(C=C1)C)I)Cl)N1N=C(C(NC1=O)=O)C#N